FC(COC(C(N1[C@@H](CCC[C@@H]1C1=CC=CC=C1)C)=O)=O)(F)F.NC=1C=C(C=CC1N)C(=O)C1=CC=C(C=C1)F |r| (3,4-diaminophenyl)(4-fluorophenyl)methanone 2,2,2-trifluoroethyl-2-oxo-2-[rac-(2R,6R)-2-methyl-6-phenyl-1-piperidyl]acetate